2-((2,6-dimethylphenyl)carbamoyl)-1-methylpiperidin-1-ium (E)-4-((1,3-bis(dodecanoyloxy)propan-2-yl)oxy)-4-oxobut-2-enoate C(CCCCCCCCCCC)(=O)OCC(COC(CCCCCCCCCCC)=O)OC(/C=C/C(=O)[O-])=O.CC1=C(C(=CC=C1)C)NC(=O)C1[NH+](CCCC1)C